septiphenyl C1=CC=C(C=C1)C2=CC=CC=C2C3=CC=CC=C3C4=CC=CC=C4C5=CC=CC=C5C6=CC=CC=C6C7=CC=CC=C7